3-(6-amino-8-((6-(dimethylamino)benzo[d][1,3]dioxol-5-yl)thio)-9H-purin-9-yl)-N-isobutylpropane-1-sulfonamide NC1=C2N=C(N(C2=NC=N1)CCCS(=O)(=O)NCC(C)C)SC1=CC2=C(OCO2)C=C1N(C)C